9,10-bis(4-(chloromethyl)phenyl)anthracene ClCC1=CC=C(C=C1)C=1C2=CC=CC=C2C(=C2C=CC=CC12)C1=CC=C(C=C1)CCl